CC=1N=CSC1C(=O)NC1=NN(C2=CC=CC=C12)CC1=CC=C(C=C1)C(F)(F)F 4-methyl-N-(1-(4-(trifluoro-methyl)benzyl)-1H-indazol-3-yl)thiazole-5-carboxamide